C(C)N1C(=NC(=C1)C(F)(F)F)C1=CC=C(CN2C=3N(CCC2=O)N=C(C3)C3=C(C=NN3C(C)C)F)C=C1 4-(4-(1-ethyl-4-(trifluoromethyl)-1H-imidazol-2-yl)benzyl)-2-(4-fluoro-1-isopropyl-1H-pyrazol-5-yl)-6,7-dihydropyrazolo[1,5-a]pyrimidin-5(4H)-one